C(N)(OC1(CC(N(CC1)C1=NC=C(C=C1)C=1C=2N(C=C(N1)C=1C=NN(C1)C)N=CC2C#N)C(C)(C)C)C)=O (tert-butyl 1-(5-(3-cyano-6-(1-methyl-1H-pyrazol-4-yl) pyrazolo[1,5-a]pyrazin-4-yl) pyridin-2-yl)-4-methylpiperidin-4-yl) carbamate